BrC1=CC=C(C=C1)[C@@]12C[C@H](C[C@@H](CC1)N2CC2=CC=C(C=C2)OC)OCC |o1:7,9,&1:11| (+-)-rel-(1S,3S)-1-(4-bromophenyl)-3-ethoxy-8-(4-methoxybenzyl)-8-azabicyclo[3.2.1]octane